C(C)(=O)OCC(CO)O 3-acetylglycerol